Ethyl 5-chloro-3-(1-((1-(2-(naphthalen-2-sulfonamido)ethyl)piperidin-4-yl)methyl)-1H-1,2,3-triazol-4-yl)-1H-indol-2-carboxylat ClC=1C=C2C(=C(NC2=CC1)C(=O)OCC)C=1N=NN(C1)CC1CCN(CC1)CCNS(=O)(=O)C1=CC2=CC=CC=C2C=C1